2-[4-[1-(2,6-dioxo-3-piperidyl)-3-methyl-2-oxo-benzimidazol-5-yl]-3-fluoro-1-piperidyl]-N-[5-fluoro-7-hydroxy-6-(1,1,4-trioxo-1,2,5-thiadiazolidin-2-yl)-2-naphthyl]acetamide O=C1NC(CCC1N1C(N(C2=C1C=CC(=C2)C2C(CN(CC2)CC(=O)NC2=CC1=CC(=C(C(=C1C=C2)F)N2S(NC(C2)=O)(=O)=O)O)F)C)=O)=O